ClC1=C2C(N(C(NC2=C(C=C1)S(=O)(=O)C1=CC=C2C=NN(C2=C1)[C@H]1[C@@H](C1)F)=O)O)=O 5-chloro-8-((1-((1R,2R)-2-fluorocyclopropyl)-1H-indazol-6-yl)sulfonyl)-3-hydroxyquinazoline-2,4(1H,3H)-dione